4-(2-((4-(methylsulfonyl)piperazin-1-yl)methyl)-5-(3-(m-tolyl)-1H-pyrazol-1-yl)pyrazolo[1,5-a]pyrimidin-7-yl)morpholine CS(=O)(=O)N1CCN(CC1)CC1=NN2C(N=C(C=C2N2CCOCC2)N2N=C(C=C2)C=2C=C(C=CC2)C)=C1